CC=1C(=C(C#N)C=CC1)S 3-methyl-2-sulfanylbenzonitrile